(2-hydroxypropyl)-N,N,N-trimethylammonium OC(C[N+](C)(C)C)C